N1-(1H-pyrrolo[3,2-c]pyridin-3-yl)-N2-(3-(trifluoromethyl)phenyl)oxalamide N1C=C(C=2C=NC=CC21)NC(C(=O)NC2=CC(=CC=C2)C(F)(F)F)=O